CN(C)CC=C1[C@@H](O[C@@H]([C@H]1O)CO)N1C=NC=2C(N)=NC=NC12 dimethylaminoethylidenedeoxyadenosine